N1CC(C1)CN1N=C2C3=C(CCC2=C1)OC(=C3C)C(=O)NC[C@H]3OCCC3 2-(Azetidin-3-ylmethyl)-8-methyl-N-[(2S)-tetrahydrofuran-2-ylmethyl]-4,5-dihydro-2H-furo[2,3-g]indazol-7-carboxamid